C(#N)[C@H]1N(CSC1)C(CNC(=O)C1=CC=NC2=CC=C(C=C12)CC1=CC(=NN1C)C)=O (R)-N-(2-(4-Cyanothiazolidin-3-yl)-2-oxoethyl)-6-((1,3-dimethyl-1H-pyrazol-5-yl)-methyl)quinoline-4-carboxamide